C(CCC)(=O)OO[Si](C)(C)C(C)(C)C (tert-Butyldimethylsilanyloxy) butyrate